OC1=C(N2C(C3=CC(=CC=C13)S(N)(=O)=O)=NC=N2)C(=O)NCC(=O)O (6-hydroxy-9-sulfamoyl-[1,2,4]triazolo[5,1-a]isoquinoline-5-carbonyl)glycine